N5-((1R,5S,6r)-3-oxabicyclo[3.1.0]hexan-6-yl)-N7-methyl-3-(1-methyl-1H-indol-4-yl)benzofuran-5,7-dicarboxamide [C@H]12COC[C@@H]2C1NC(=O)C=1C=C(C2=C(C(=CO2)C2=C3C=CN(C3=CC=C2)C)C1)C(=O)NC